6-pyrazol-1-yl-2-[[1-[3-(trifluoromethyl)pyridin-2-yl]piperidin-4-yl]methyl]pyridazin-3-one N1(N=CC=C1)C=1C=CC(N(N1)CC1CCN(CC1)C1=NC=CC=C1C(F)(F)F)=O